ethyl 5-(pyrimidin-4-yl)-1,3,4-thiadiazole-2-carboxylate 2-oxo-2-(2-(pyrimidine-4-carbonyl)hydrazino)acetate O=C(C(=O)O)NNC(=O)C1=NC=NC=C1.N1=CN=C(C=C1)C1=NN=C(S1)C(=O)OCC